2,2-dimethyl-pentan-1-ol CC(CO)(CCC)C